C(C)OC1=C(C=CC=C1)C1=CC=C(C(=N1)C(=O)N[C@H]1CNCC1)N1[C@@H](CN(CC1)C(=O)C1(CCCC1)C(F)(F)F)CC 6-(2-ethoxyphenyl)-3-[(2R)-2-ethyl-4-[1-(trifluoromethyl)cyclopentanecarbonyl]piperazin-1-yl]-N-[(3R)-pyrrolidin-3-yl]pyridine-2-carboxamide